C(C)(=O)N(N)C(C)=O N,N-diacetylhydrazine